6-chloro-3-(1H-imidazol-1-yl)-1-methyl-2-(3-(trifluoromethyl)-1H-1,2,4-triazol-5-yl)-1H-indol ClC1=CC=C2C(=C(N(C2=C1)C)C1=NC(=NN1)C(F)(F)F)N1C=NC=C1